N'-[(2-propenoxy)carbonyl]-L-lysine C(C=C)OC(=O)NCCCC[C@H](N)C(=O)O